ClC1=C(C=CC=C1Cl)C1(CC1)NC(C1=C(C=CC(=C1)OCCN(C)C)C)=O N-(1-(2,3-Dichlorophenyl)cyclopropyl)-5-(2-(dimethylamino)ethoxy)-2-methylbenzamide